3-(2,5-Dimethoxyphenyl)pyrrolidine-1-carboxylic acid tert-butyl ester C(C)(C)(C)OC(=O)N1CC(CC1)C1=C(C=CC(=C1)OC)OC